1-(6-(3-fluoro-5-(trifluoromethyl)benzyl)pyridin-2-yl)-3-(hydroxymethyl)-1H-pyrazole-4-carboxamide FC=1C=C(CC2=CC=CC(=N2)N2N=C(C(=C2)C(=O)N)CO)C=C(C1)C(F)(F)F